3-(4-((6-((R)-3-(4-amino-3-(4-phenoxyphenyl)-1H-pyrazolo[3,4-d]pyrimidin-1-yl)piperidin-1-yl)-6-oxohexyl)thio)-1-oxoisoindoline-2-yl)piperidine-2,6-dione NC1=C2C(=NC=N1)N(N=C2C2=CC=C(C=C2)OC2=CC=CC=C2)[C@H]2CN(CCC2)C(CCCCCSC2=C1CN(C(C1=CC=C2)=O)C2C(NC(CC2)=O)=O)=O